FC(C(=O)O)(F)F.NCC(CC=1N(C(NN1)=O)CC=1SC(=CC1)C1=CC(=CC=C1)C1=NNC=C1)=C(F)F [2-(aminomethyl)-3,3-difluoro-allyl]-4-[[5-[3-(1H-pyrazol-3-yl)phenyl]-2-thienyl]methyl]-1,2,4-triazol-3-one trifluoroacetate